2-chloro-8-fluoro-7-[3-(methoxymethoxy)-1-naphthyl]-4-(1,4-oxaazepan-4-yl)quinazoline-6-carbonitrile ClC1=NC2=C(C(=C(C=C2C(=N1)N1CCOCCC1)C#N)C1=CC(=CC2=CC=CC=C12)OCOC)F